4-(5,6-Difluoropyridin-3-yl)-1-(3-(pyridin-4-yl)bicyclo[1.1.1]pentan-1-yl)piperidin-2-one FC=1C=C(C=NC1F)C1CC(N(CC1)C12CC(C1)(C2)C2=CC=NC=C2)=O